4-((8-((R)-3-(4-amino-3-(4-phenoxyphenyl)-1H-pyrazolo[3,4-d]pyrimidin-1-yl)piperidin-1-yl)-8-oxooctyl)thio)-2-(2,6-dioxopiperidin-3-yl)-7-fluoroisoindoline-1,3-dione NC1=C2C(=NC=N1)N(N=C2C2=CC=C(C=C2)OC2=CC=CC=C2)[C@H]2CN(CCC2)C(CCCCCCCSC2=C1C(N(C(C1=C(C=C2)F)=O)C2C(NC(CC2)=O)=O)=O)=O